4-[2,2'-bis(bromomethyl)propyldioxy]thiophene BrCC(COOC=1C=CSC1)(C)CBr